(3-(3-chloropyridin-2-yl)oxetan-3-yl)(2-((1-(2,2,2-trifluoroethyl)-1H-pyrazol-4-yl)sulfonyl)-2,6-dihydropyrrolo[3,4-c]pyrazol-5(4H)-yl)methanone ClC=1C(=NC=CC1)C1(COC1)C(=O)N1CC2=NN(C=C2C1)S(=O)(=O)C=1C=NN(C1)CC(F)(F)F